(3R)-3-amino-7-[5-(4,4-difluoro-1-piperidinyl)-1,3,4-oxadiazol-2-yl]-1,1-dioxo-5-[[4-[5-(trifluoromethyl)-1,3,4-oxadiazol-2-yl]phenyl]methyl]-2,3-dihydro-1λ6,5-benzothiazepine-4-One N[C@H]1CS(C2=C(N(C1=O)CC1=CC=C(C=C1)C=1OC(=NN1)C(F)(F)F)C=C(C=C2)C=2OC(=NN2)N2CCC(CC2)(F)F)(=O)=O